4-(1-(4-(2,2,2-trifluoroacetyl)piperazin-1-yl)cyclopropyl)benzenesulfonyl chloride FC(C(=O)N1CCN(CC1)C1(CC1)C1=CC=C(C=C1)S(=O)(=O)Cl)(F)F